N2,3-bis(benzyloxy)-N5-(3-chloro-4-fluorobenzyl)-4-(hydroxymethyl)pyridine-2,5-dicarboxamide C(C1=CC=CC=C1)ONC(=O)C1=NC=C(C(=C1OCC1=CC=CC=C1)CO)C(=O)NCC1=CC(=C(C=C1)F)Cl